ONC(C[C@@H](CC1=CC2=CC=CC=C2C=C1)N1N=NC(=C1)CN[C@@H](CC(C)C)C(=O)OC(C)(C)C)=O tert-Butyl ((1-((R)-4-(hydroxyamino)-1-(naphthalin-2-yl)-4-oxobutan-2-yl)-1H-1,2,3-triazol-4-yl)Methyl)-L-leucinat